t-amylimino-tris(ethylmethylamino)niobium C(C)(C)(CC)N=[Nb](N(CC)C)(N(CC)C)N(C)CC